BrC1=CC=C2C(CC(NC2=C1)=O)(C)C 7-bromo-3,4-dihydro-4,4-dimethyl-2(1H)-quinolinone